C(C)(C)(C)C1(N(CCC2=CC=C(C=C12)Br)C(=O)OCC1=CC=2C=CN3C=CN=C3C2N1CC1CC1)C1=C(C=CC=C1)F [12-(cyclopropylmethyl)-3,6,12-triazatricyclo[7.3.0.02,6]dodeca-1(9),2,4,7,10-pentaen-11-yl]methanol tert-butyl-7-bromo-1-(2-fluorophenyl)-3,4-dihydro-1H-isoquinoline-2-carboxylate